1,2,3,4-tetrafluoro-5-(fluoromethylene)cyclopenta-1,3-diene FC1=C(C(=C(C1=CF)F)F)F